6-Methyl-2-(6-methyl-7-oxo-6,7-dihydro-5H-pyrrolo[3,4-b]pyridin-3-yl)-4-oxo-4H-chromen CC=1C=C2C(C=C(OC2=CC1)C=1C=C2C(=NC1)C(N(C2)C)=O)=O